COC1=C(C=CC=C1C1=CC=CC=C1)O methoxy-meta-phenylphenol